3-(1,4-diazabicyclo[3.2.2]nonan-4-yl)-8-[11C]methylaminodibenzo[b,d]thiophene 5,5-dioxide N12CCN(C(CC1)CC2)C=2C=CC1=C(S(C3=C1C=C(C=C3)N[11CH3])(=O)=O)C2